(R)-3-morpholino-1-oxa-8-azaspiro[4.5]decane-8-carboxylic acid tert-butyl ester C(C)(C)(C)OC(=O)N1CCC2(C[C@H](CO2)N2CCOCC2)CC1